FC(C=1C(=C(C=CC1)[C@@H](C)NC=1C2=C(N=CN1)N(C(C(=C2)C=2CC[S@](CC2)(=O)=NC2COC2)=O)C)F)F 4-(((R)-1-(3-(difluoromethyl)-2-fluorophenyl)ethyl)amino)-8-methyl-6-((R)-1-(oxetan-3-ylimino)-1-oxido-1,2,3,6-tetrahydro-1λ6-thiopyran-4-yl)pyrido[2,3-d]pyrimidin-7(8H)-one